N1([C@@H](CCCC1)C(=O)O)C(=O)O (2S)-piperidine-1,2-dicarboxylic acid